FC1=CC=C(C=C1)C(CCC(=O)N)=O [2-(4-fluorophenyl)-2-oxo-ethyl]acetamide